C1(CCCCC1)CO[C@@H]([C@@H](COC(F)(F)F)N)C (2R,3R)-3-cyclohexylmethoxy-1-(trifluoromethoxy)butan-2-amine